4,6-Diamino-1,3-dihydroxybenzol-dihydrochlorid Cl.Cl.NC1=C(C=C(C(=C1)N)O)O